(R)-N-(3,3-difluoro-1-(oxetan-3-yl-3-d)piperidin-4-yl)-5-(1-(2,2-difluoroethyl)-2-methyl-1H-benzo[d]imidazol-6-yl)-4-methoxypyrrolo[2,1-f][1,2,4]triazin-2-amine FC1(CN(CC[C@H]1NC1=NN2C(C(=N1)OC)=C(C=C2)C=2C=CC1=C(N(C(=N1)C)CC(F)F)C2)C2(COC2)[2H])F